BrC=1C(=CC=2N=C(C=3N(CC2N1)C=C(C3)C3=CC=C(C#N)C=C3)Cl)F 4-(2-bromo-6-chloro-3-fluoro-11H-pyrido[3,2-e]pyrrolo[1,2-a][1,4]diazepin-8-yl)benzonitrile